[O-2].[V+5].[Li+].[O-2].[O-2] LITHIUM-VANADIUM OXIDE